fluoro-2-(8-fluoro-2-methylimidazo[1,2-a]pyridin-6-yl)-4H-pyrido[1,2-a]pyrimidin-4-one FC1=C(N=C2N(C1=O)C=CC=C2)C=2C=C(C=1N(C2)C=C(N1)C)F